NC1=NNC2=CC=C(C=C12)C1=CC(=NC=C1)NC(=O)NC1=CC=C(C=C1)C(C)(C)C (4-(3-amino-1H-indazol-5-yl)pyridine-2-yl)-3-(4-(tert-butyl)phenyl)urea